BrC=1C(=CC(=C(C(=O)O)C1)C1CC1)OC 5-bromo-2-cyclopropyl-4-methoxybenzoic acid